N1C(=NC2=C1C=CC=C2)CCCC2=CC(=CC1=NC3=CC=CC=C3C=C21)C=2OC=C(N2)C(=O)NCC2=NC=CC=C2F 2-{1-[3-(1H-1,3-Benzodiazol-2-yl)propyl]acridin-3-yl}-N-[(3-fluoropyridin-2-yl)methyl]-1,3-oxazole-4-carboxamide